BrC=1C(N(C(N(C1C)CC1=C(C=CC=C1C(F)(F)F)F)=O)C[C@@H](C1=CC=CC=C1)NC(=O)OC(C)(C)C)=O 5-bromo-1-[2-fluoro-6-(trifluoromethyl)benzyl]-6-methyl-3-[2(R)-tert-butoxycarbonylamino-2-phenylethyl]-pyrimidine-2,4(1H,3H)-dione